COC1=CC=C(C=C1)CNC1CC(NC1)C(=O)NCCCCCC 4-{[(4-methoxyphenyl)methyl]Amino}-N-hexylpyrrolidine-2-carboxamide